3-((4-bromophenyl)ethynyl)-1H-pyrrole-2,4-dicarboxylic acid diethyl ester C(C)OC(=O)C=1NC=C(C1C#CC1=CC=C(C=C1)Br)C(=O)OCC